O1C(=CC=C1)C1=CC=C(C=C1)CNC(=O)C1N(C(CN(C1)CC1=C(C=CC=C1)CN1N=CC=C1)C)C(C(C)C)=O N-{[4-(furan-2-yl)phenyl]methyl}-6-methyl-1-(2-methylpropanoyl)-4-({2-[(1H-pyrazol-1-yl)methyl]phenyl}methyl)piperazine-2-carboxamide